FC=1C=C2C(=C(/C(/C2=CC1)=C/C1=CC=C(C=C1)COC1=CC=C(C=C1)C(F)(F)F)C)CC(=O)O (Z)-2-(5-Fluoro-2-methyl-1-(4-((4-(trifluoromethyl)phenoxy)methyl)-benzylidene)-1H-inden-3-yl)acetic acid